NC=1C=C(SC1N1CC(NCC1)=O)C(=O)NC1=NC2=C(N1C1CCC(CC1)O)C(=CC=C2)C 4-amino-N-(1-(4-hydroxycyclohexyl)-7-methyl-benzimidazol-2-yl)-5-(3-oxopiperazin-1-yl)thiophene-2-carboxamide